(Z)-4-(benzyloxy)-2-hydrazono-1,2-dihydropyridine C(C1=CC=CC=C1)OC1=C/C(/NC=C1)=N/N